NC1=NC(=C(C(=N1)N[C@@H](C)C=1N(S(C2=C(C1)C=CC=C2Cl)(O)O)C=2C=NC=CC2)C#N)C (S)-2-amino-4-((1-(8-chloro-1,1-dihydroxy-2-(pyridin-3-yl)-2H-benzo[e][1,2]thiazin-3-yl)ethyl)amino)-6-methylpyrimidine-5-carbonitrile